(R)-1-(1-acryloylpiperidine-3-yl)-4-amino-N-(4-(2-(dimethylamino)-2-oxoethyl)-2-(fluoromethoxy)phenyl)-1H-pyrazolo[3,4-d]pyrimidine-3-carboxamide C(C=C)(=O)N1C[C@@H](CCC1)N1N=C(C=2C1=NC=NC2N)C(=O)NC2=C(C=C(C=C2)CC(=O)N(C)C)OCF